Cl.NCC1=CC=C(N=N1)C1=C(C=C(C=C1C)C(F)(F)F)O 2-(6-(Aminomethyl)pyridazin-3-yl)-3-methyl-5-(trifluoromethyl)phenol hydrochloride